2-{3-[(3S)-3-aminopyrrolidin-1-yl]phenyl}-N-{4-[4-(morpholin-4-yl)-7H-pyrrolo[2,3-d]pyrimidin-6-yl]phenyl}acetamide N[C@@H]1CN(CC1)C=1C=C(C=CC1)CC(=O)NC1=CC=C(C=C1)C1=CC2=C(N=CN=C2N2CCOCC2)N1